C(#N)CC(=O)N1CC(C1)N1N=CC(=C1)C1=C2C(=NC(=C1)NC(=O)C1CC1)NC=C2 N-(4-(1-(1-(2-cyanoacetyl)azetidin-3-yl)-1H-pyrazol-4-yl)-1H-pyrrolo[2,3-b]pyridin-6-yl)cyclopropylcarboxamide